4-methylmorpholine-4-ium iodide [I-].C[NH+]1CCOCC1